FC=1C=C2C(N(C=NC2=CC1C1=NC=C(C=N1)F)CCC[C@H](C)NC=1C=NNC(C1C(F)(F)F)=O)=O 6-fluoro-7-(5-fluoropyrimidin-2-yl)-3-[(4S)-4-[[6-oxo-5-(trifluoromethyl)-1H-pyridazin-4-yl]amino]pentyl]quinazolin-4-one